FC=1C=C(C=CC1F)[C@@H]1[C@H](O[C@]([C@H]1C)(C(F)(F)F)C)C(=O)NC1=CC(=NC=C1)C(=O)N (2S,3R,4S,5R)-4-[[3-(3,4-difluorophenyl)-4,5-dimethyl-5-(trifluoromethyl)tetrahydrofuran-2-carbonyl]amino]pyridine-2-carboxamide